FC=1C=C2C(=CC(=NC2=CC1)C(F)(F)F)N[C@@H]1C[C@@H](CCC1)NC(=O)C1CC2=C(NC=N2)CC1 N-[(1R,3S)-3-{[6-fluoro-2-(trifluoromethyl)quinolin-4-yl]amino}cyclohexyl]-4,5,6,7-tetrahydro-1H-1,3-benzodiazole-5-carboxamide